1-[(2,3-dihydro-1H-inden-5-yl)sulfonyl]-N-[1-(1-methylethyl)-1H-indazol-6-yl]-4-piperidinecarboxamide C1CCC2=CC(=CC=C12)S(=O)(=O)N1CCC(CC1)C(=O)NC1=CC=C2C=NN(C2=C1)C(C)C